OCCC1=C(C=C(C#N)C=C1)[N+](=O)[O-] 4-(2-hydroxyethyl)-3-nitrobenzonitrile